P(=O)(O)(O)O.C([Na])[Na] methylenedisodium phosphate